(2R,3S)-3-((6-fluoro-2-(2-methoxy-7-methylquinoxalin-5-yl)thiazolo[5,4-b]pyridin-5-yl)oxy)butan-2-yl (2-(2-hydroxyethoxy)pyridin-4-yl)carbamate OCCOC1=NC=CC(=C1)NC(O[C@H](C)[C@H](C)OC1=C(C=C2C(=N1)SC(=N2)C2=C1N=CC(=NC1=CC(=C2)C)OC)F)=O